5-(4-((1R,2S)-6-(Benzyloxy)-2-phenyl-1,2,3,4-tetrahydronaphthalen-1-yl)-phenoxy)-N-methoxy-N-methylpentanamide C(C1=CC=CC=C1)OC=1C=C2CC[C@@H]([C@@H](C2=CC1)C1=CC=C(OCCCCC(=O)N(C)OC)C=C1)C1=CC=CC=C1